OC1=C(N=CC2=CC(=CC=C12)C(F)(F)F)C(=O)OC methyl 4-hydroxy-7-(trifluoromethyl)isoquinoline-3-carboxylate